C(C)OC(=O)C=1C(=NN2C1N=CC=C2)N2CC1OC(C2)C1 (6-oxa-3-azabicyclo[3.1.1]hept-3-yl)pyrazolo[1,5-a]pyrimidine-3-carboxylic acid ethyl ester